N12C[C@H](C(CC1)CC2)OC(N[C@@H]2C(CC1=CC(=C(C=C21)OCC)C2=CC=C(C=C2)OC(C)C)(C)C)=O (S)-quinuclidin-3-yl((R)-6-ethoxy-5-(4-isopropoxyphenyl)-2,2-dimethyl-2,3-dihydro-1H-inden-1-yl)carbamate